1,18-bis(cyclohexyloxy)-5,14-dioxo-4,15-dioxa-6,13-diazaoctadecane-2,17-diyl diacrylate C(C=C)(=O)OC(COC1CCCCC1)COC(NCCCCCCNC(OCC(COC1CCCCC1)OC(C=C)=O)=O)=O